(S,E)-2-((1-(4-phenoxyphenyl)ethylidene)amino)tetrahydroimidazo[1,5-a]pyridine-1,3(2H,5H)-dione O(C1=CC=CC=C1)C1=CC=C(C=C1)\C(\C)=N\N1C(N2[C@@H](CCCC2)C1=O)=O